OC(CN(C(OC(C)(C)C)=O)C)C tert-butyl [2-hydroxypropyl]methylcarbamate